naphthyl(biphenylyl)anthracene-d8 C1(=CC=CC2=CC=CC=C12)C1=C2C(=C(C(=C(C2=C(C=2C(=C(C(=C(C12)[2H])[2H])[2H])[2H])[2H])[2H])[2H])[2H])C1=C(C=CC=C1)C1=CC=CC=C1